4-((2-(2,6-dioxopiperidin-3-yl)-1-oxoisoindoline-4-yl)thio)butanoic acid O=C1NC(CCC1N1C(C2=CC=CC(=C2C1)SCCCC(=O)O)=O)=O